FC(CN1C(C(=CC2=C1N=C(N=C2)N[C@@H]2CNC[C@H](C2)F)C2=C(C(=C(C=C2)NS(=O)(=O)CC2=CC=CC=C2)F)F)=O)F N-(4-(8-(2,2-Difluoroethyl)-2-(((3S,5S)-5-fluoropiperidin-3-yl)amino)-7-oxo-7,8-dihydropyrido[2,3-d]pyrimidin-6-yl)-2,3-difluorophenyl)-1-phenylmethanesulfonamide